N'-cyclopropyl-N,N'-dimethyl-ethane-1,2-diamine C1(CC1)N(CCNC)C